FC(C(C(F)(F)F)(C1=CC=C(C=C1)C1(N=N1)C(F)(F)F)C1=CC=C(C=C1)C1(N=N1)C(F)(F)F)(F)F 3,3'-((perfluoropropane-2,2-diyl)bis(4,1-phenylene))bis(3-(trifluoromethyl)-3H-diazirine)